C(C)(C)(C)OC(=O)N1CCN(CC1)CCCCCC(=O)O 6-(4-(tert-butoxycarbonyl)piperazin-1-yl)hexanoic acid